N-(4-(4-Bromophenyl)thiazol-2-yl)-5-(dimethylamino)-2-((1-methylethyl)sulfonamido)benzamide BrC1=CC=C(C=C1)C=1N=C(SC1)NC(C1=C(C=CC(=C1)N(C)C)NS(=O)(=O)C(C)C)=O